ClC1=NC=C(C(=C1)C1=C(C=NC(=C1)C)C(=O)NC=1SC(=NN1)O[C@H]1C[C@@](CCC1)(C)O)OC 2'-chloro-N-(5-(((1R,3S)-3-hydroxy-3-methylcyclohexyl)oxy)-1,3,4-thiadiazol-2-yl)-5'-methoxy-6-methyl-(4,4'-bipyridine)-3-carboxamide